tert-butyl 1-(1-(6-chloro-4,5-dimethylpyridin-3-yl)ethyl)-1H-1,2,3-triazole-4-carboxylate ClC1=C(C(=C(C=N1)C(C)N1N=NC(=C1)C(=O)OC(C)(C)C)C)C